(7R)-2-methoxy-2-methyl-1-(4-((2-methylpentyl)oxy)phenyl)propan-1-amine COC(C(N)C1=CC=C(C=C1)OCC(CCC)C)(C)C